(S)-3-(1H-indol-3-yl)-2-(4-methylphenyl-sulphonyl)-N-(6-morpholinopyridin-3-yl)propanamide N1C=C(C2=CC=CC=C12)C[C@@H](C(=O)NC=1C=NC(=CC1)N1CCOCC1)S(=O)(=O)C1=CC=C(C=C1)C